COC(=O)C1=NC=CC=C1CCOCC 3-(2-ethoxyethyl)pyridine-2-carboxylic acid methyl ester